2-propyne-1-yl 1H-imidazole-1-carboxylate N1(C=NC=C1)C(=O)OCC#C